N[C@H](C(=O)N[C@H](C(=O)NC1=CC=C(C=C1)CO)C)C(C)C (2S)-2-amino-N-[(1S)-2-[4-(hydroxymethyl)phenylamino]-1-methyl-2-oxo-ethyl]-3-methyl-butyramide